OP(=O)(O)O O-phosphoric acid